O=C1NC=C(C2=CC=C(C=C12)NCC(=O)N)C1=C(C=CC=C1)C 2-((1-oxo-4-(o-tolyl)-1,2-dihydroisoquinolin-7-yl)amino)acetamide